COC=1C=CC(=C(C(=O)NC2=NC(=CC=C2)C(=O)C2CCN(CC2)C)C1)OCC(F)(F)F 5-Methoxy-N-[6-(1-methyl-piperidine-4-carbonyl)-pyridin-2-yl]-2-(2,2,2-trifluoro-ethoxy)-benzamide